(4,7-Dichloro-6-(4-((2-hydroxy-7-azaspiro[3.5]nonan-7-yl)methyl)phenyl)-2H-indazol-2-yl)-2-((R)-6-fluoro-6,7-dihydro-5H-pyrrolo[1,2-c]imidazol-1-yl)-N-(thiazol-2-yl)acetamide ClC=1C2=CN(N=C2C(=C(C1)C1=CC=C(C=C1)CN1CCC2(CC(C2)O)CC1)Cl)C(C(=O)NC=1SC=CN1)C1=C2N(C=N1)C[C@@H](C2)F